2-(trans-4-aminocyclohexyl)ethane-1-ol N[C@@H]1CC[C@H](CC1)CCO